5-((3R,5S)-3-amino-5-methyl-piperidin-1-yl)-quinazoline-8-carbonitrile hydrochloride salt Cl.N[C@H]1CN(C[C@H](C1)C)C1=C2C=NC=NC2=C(C=C1)C#N